C1N(CCC2=CC=CC=C12)C1CC2=CN(N=C2CC1)C1=NC=CC=C1 5-(3,4-dihydro-1H-isoquinolin-2-yl)-2-pyridin-2-yl-4,5,6,7-tetrahydro-2H-indazol